Sodium DihydroxyDimethoxyDisulfobenzophenone OC1=C(C=CC=C1)C(C1=C(C(=C(C(=C1O)OC)OC)S(=O)(=O)O)S(=O)(=O)O)=O.[Na]